5-(difluoromethoxy)-3-methoxypyridin-2-amine FC(OC=1C=C(C(=NC1)N)OC)F